C(C1=CC=CC=C1)(=O)OC1C2(CCC(C1)(C2(C)C)C=O)C 4-formyl-borneol benzoate